NCC1(CC(CCC1)C)CC(=O)O (1-aminomethyl-3-methylcyclohexyl)acetic acid